C(#N)C=1C=C(C=CC1)S(=O)(=O)O\N=C\1/C(=CC(C(=C1)C1CCCCC1)=O)C [(Z)-(5-cyclohexyl-2-methyl-4-oxocyclohexa-2,5-dien-1-ylidene)amino] 3-cyanobenzenesulfonate